FC1(CC(CC1)CC=1C(=NC(=NC1N1[C@@H](COCC1)C)C1=C2C(=NC=C1)NC=C2)N)F ((3,3-difluorocyclopentyl)methyl)-6-((R)-3-methylmorpholino)-2-(1H-pyrrolo[2,3-b]pyridin-4-yl)pyrimidin-4-amine